[K].[N+](=O)([O-])C1=C(C(C=O)=CC=C1)O 3-nitrosalicylaldehyde potassium salt